(2-methylbenzyl)zinc (II) chloride [Cl-].CC1=C(C[Zn+])C=CC=C1